C(C)N1C(=NN=C1C)[C@@H]1C[C@@H](CCC1)NC1=NC=C(C(=N1)OC1COC1)C#N 2-(((1R,3S)-3-(4-ethyl-5-methyl-4H-1,2,4-triazol-3-yl)cyclohexyl)amino)-4-(oxetan-3-yloxy)pyrimidine-5-carbonitrile